(E)-1-(1,2-difluorovinyl)-3,4-difluoro-2-(trifluoromethyl)cyclobut-1,3-diene F\C(=C\F)\C1=C(C(=C1F)F)C(F)(F)F